methyl 4-bromo-1-(2-((tert-butyldimethylsilyl) oxy)-2-methylpropyl)-1H-indole-6-carboxylate BrC1=C2C=CN(C2=CC(=C1)C(=O)OC)CC(C)(C)O[Si](C)(C)C(C)(C)C